[Al].COC(C=C)=O.C(CCCCCCCCCCCCCCCCC)(=O)O stearic acid methyl-acrylate aluminum